FC(C(O)[C@H]1NCCC1)(F)F 2,2,2-trifluoro-1-((S)-pyrrolidin-2-yl)ethan-1-ol